1-(5-(6-chloro-8-fluoro-7-(3-hydroxynaphthalen-1-yl)-2-(((S)-1-methylpyrrolidin-2-yl)meth-oxy)quinazolin-4-yl)-1,5-diazocan-1-yl)prop-2-en-1-one ClC=1C=C2C(=NC(=NC2=C(C1C1=CC(=CC2=CC=CC=C12)O)F)OC[C@H]1N(CCC1)C)N1CCCN(CCC1)C(C=C)=O